NC=1N=C(C=C2C=C(N=CC12)NC(=O)[C@H]1[C@@H](C1)C1CNC(O1)=O)C=1C=NC=CC1C trans-N-[8-amino-6-(4-methylpyridin-3-yl)-2,7-naphthyridin-3-yl]-2-(2-oxo-1,3-oxazolidin-5-yl)cyclopropane-1-carboxamide